(E)-7-fluoro-N-(3-fluorophenyl)-N-methyl-8-(prop-1-en-1-yl)-[1,2,4]triazolo[4,3-a]quinazolin-5-amine FC=1C=C2C(=NC=3N(C2=CC1\C=C\C)C=NN3)N(C)C3=CC(=CC=C3)F